[Si](C)(C)(C(C)(C)C)OCCOC1=C(C=CC=C1)C=1C(=CC(=C(C1)NS(=O)(=O)C=1C=C(C=NC1OC)C(=O)OC)F)F methyl 5-[[5-[2-[2-[tert-butyl(dimethyl)silyl]oxyethoxy]phenyl]-2,4-difluoro-phenyl]sulfamoyl]-6-methoxy-pyridine-3-carboxylate